Tert-butyl 4-(6-((4-(4-(difluoromethyl)-8-fluoro-2-methylquinolin-6-yl)-5-fluoropyrimidin-2-yl)amino)pyridin-3-yl)piperazine-1-carboxylate FC(C1=CC(=NC2=C(C=C(C=C12)C1=NC(=NC=C1F)NC1=CC=C(C=N1)N1CCN(CC1)C(=O)OC(C)(C)C)F)C)F